C(C)(C)(C)[S@@](=O)NC(CC(=O)OC)(CCC=C)CC methyl 3-(((R)-tert-butylsulfinyl)amino)-3-ethylhept-6-enoate